BrC=1C=C2C(=NC1)N(N=C2I)CC2=CC=C(C=C2)OC 5-bromo-3-iodo-1-(4-methoxybenzyl)-1H-pyrazolo[3,4-b]pyridine